3-(3-chloro-4-fluorophenyl)-1-((4-(2-hydroxypropan-2-yl)-5-(trifluoromethyl)-1H-pyrazol-3-yl)methyl)-1-(2-methoxypyrimidin-5-yl)urea ClC=1C=C(C=CC1F)NC(N(C=1C=NC(=NC1)OC)CC1=NNC(=C1C(C)(C)O)C(F)(F)F)=O